tert-Butyl 3-[(8-{2-[(3R,5R)-3,5-dimethylmorpholine-4-carbonyl]-4-fluorophenyl}-3-methylimidazo[1,5-a]pyridin-6-yl)methylene]azetidine-1-carboxylate C[C@H]1N([C@@H](COC1)C)C(=O)C1=C(C=CC(=C1)F)C=1C=2N(C=C(C1)C=C1CN(C1)C(=O)OC(C)(C)C)C(=NC2)C